5-[3-ethylsulfonyl-5-(2,2,2-trifluoroethoxy)-2-pyridyl]-2-(1,1,2,2,2-pentafluoroethyl)-6H-thieno[2,3-c]pyrrol-4-one C(C)S(=O)(=O)C=1C(=NC=C(C1)OCC(F)(F)F)N1CC2=C(C1=O)C=C(S2)C(C(F)(F)F)(F)F